ClC1=C(C(=O)NCCNC(=O)C2=CC3=C(N(C(NC3=O)=O)CCC)N=C2)C=CC=C1 N-[2-[(2-chlorobenzoyl)amino]ethyl]-1,2,3,4-tetrahydro-2,4-dioxo-1-propyl-pyrido[2,3-d]pyrimidine-6-carboxamide